2,6-Difluoro-3-(1-methyl-6-(6-oxa-9-azaspiro[4.5]decan-9-yl)-1H-pyrazolo[4,3-c]pyridin-3-yl)-5-(trifluoromethyl)phenol FC1=C(C(=C(C=C1C1=NN(C2=C1C=NC(=C2)N2CCOC1(CCCC1)C2)C)C(F)(F)F)F)O